(R)-N-(7-(4-Fluorobenzoyl)-8-methyl-3-(3-methyl-1,2,4-thiadiazol-5-yl)-5,6,7,8-Tetrahydroimidazo[1,5-a]pyrazin-1-yl)-3-methoxy-N-methylpropionamide FC1=CC=C(C(=O)N2[C@@H](C=3N(CC2)C(=NC3N(C(CCOC)=O)C)C3=NC(=NS3)C)C)C=C1